OB(C=1C=C(C(=O)N(CCCC[C@@H](C(=O)N)N)CC=2C=C(C=C(C2)OC)B(O)O)C=C(C1)Br)O (S)-(3-((3-dihydroxyboryl-5-bromo-N-(5,6-diamino-6-oxohexyl)benzamido)methyl)-5-methoxyphenyl)boronic acid